5-(6-((1-(4-(5,7-dimethoxy-4-oxo-3,4-dihydroquinazolin-2-yl)phenyl)piperidin-4-yl)methyl)-3,6-diazabicyclo[3.1.1]heptane-3-yl)-2-(2,6-dioxopiperidin-3-yl)isoindoline COC1=C2C(NC(=NC2=CC(=C1)OC)C1=CC=C(C=C1)N1CCC(CC1)CN1C2CN(CC1C2)C=2C=C1CN(CC1=CC2)C2C(NC(CC2)=O)=O)=O